2,9-di(pentan-3-yl)anthra[2,1,9-def:6,5,10-d'e'f']diisoquinoline-1,3,8,10(2H,9H)-tetraone CCC(CC)N1C(C=2C=CC3=C4C2C(C1=O)=CC=C4C=4C=1C2=C(C(N(C(C2=CC4)=O)C(CC)CC)=O)C=CC31)=O